lead-antimony-arsenic [As].[Sb].[Pb]